FC=1C=C(C=CC1)[C@@H]1N(CCC1)C=1C=CC=2N(N1)C(=CN2)C2=CC=CC(=N2)N2CCN(CC2)CC#CC2=C1C=CN(C1=CC=C2)C2C(NC(CC2)=O)=O 3-(4-(3-(4-(6-(6-((R)-2-(3-fluorophenyl)pyrrolidin-1-yl)imidazo[1,2-b]pyridazin-3-yl)pyridin-2-yl)piperazin-1-yl)prop-1-yn-1-yl)-1H-indol-1-yl)piperidine-2,6-dione